2-bromo-6-phenyl-[1,2,4]triazolo[1,5-a]pyridine BrC1=NN2C(C=CC(=C2)C2=CC=CC=C2)=N1